sulfo (sulfate) ethyl-methacrylate C(C)OC(C(=C)C)=O.S(=O)(=O)(OS(=O)(=O)O)O